5-Bromo-1-(4-methoxybenzyl)-2-methyl-1H-imidazole BrC1=CN=C(N1CC1=CC=C(C=C1)OC)C